CCCSO The molecule is an S-alkylsulfenic acid that is sulfenic acid in which the thiol hydrogen is replaced by a propyl group. It has a role as a plant metabolite. It derives from a hydride of a propane.